C(C(=C)C)(=O)OCCCOC(C=C)=O acryloyloxypropyl methacrylate